C1(CCCCC1)CCN[C@@H]1C=C([C@@H]([C@@H]([C@H]1O)O)O)COC(F)F (1S,2S,3S,6R)-6-((2-cyclohexylethyl)amino)-4-((difluoromethoxy)methyl)cyclohex-4-ene-1,2,3-triol